C(C)C=1C(=C(C(=O)O)C(=CC1OCOC)C)OCOC 3-ethyl-2,4-bis(methoxymethoxy)-6-methylbenzoic acid